((4-bromo-2-chlorophenoxy)methyl)pyridine BrC1=CC(=C(OCC2=NC=CC=C2)C=C1)Cl